[2H]C=1C(=C(C(=C(C1)[C@H]1[C@@H](O[C@]([C@@H]1C)(C(F)(F)F)C)C(=O)NC1=CC(=NC=C1)C(=O)N)OC)F)F 4-[[(2R,3S,4R,5R)-3-(5-Deuterio-3,4-difluoro-2-methoxyphenyl)-4,5-dimethyl-5-(trifluoromethyl)tetrahydrofuran-2-carbonyl]amino]pyridin-2-carboxamid